4-chloro-2-[1-(3-cyclopropyl-4-methyl-isoxazol-5-yl)sulfonyl-4-piperidyl]-5-[[(3R)-tetrahydropyran-3-yl]methylamino]pyridazin-3-one ClC=1C(N(N=CC1NC[C@@H]1COCCC1)C1CCN(CC1)S(=O)(=O)C1=C(C(=NO1)C1CC1)C)=O